dipropylene glycol monoisooctyl ether C(CCCCC(C)C)OC(C)COC(C)CO